(3-methyloxetan-3-yl)-4-[3-[2-(cyclopropoxy)-3-pyridyl]pyrazolo[1,5-a]pyrimidin-5-yl]piperazine-1-carboxylate CC1(COC1)OC(=O)N1CCN(CC1)C1=NC=2N(C=C1)N=CC2C=2C(=NC=CC2)OC2CC2